((3r,6s)-6-((methylthio)methyl)tetrahydro-2H-pyran-3-yl)carbamic acid CSC[C@@H]1CC[C@H](CO1)NC(O)=O